1,2,3,4,4a,5,6,7-octahydro-2,2,5-trimethyl-2-naphthalenol CC1(CCC=C2C1CCC(C2)(C)O)C